5-cyclopropyl-N-(2-(difluoromethyl)pyridin-4-yl)-1-(4-carbonyl-4H-pyrido[1,2-a]pyrimidin-9-yl)-1H-pyrazole-4-carboxamide C1(CC1)C1=C(C=NN1C1=CC=CN2C1=NC=CC2=C=O)C(=O)NC2=CC(=NC=C2)C(F)F